propan-2-yl 3-((dimethylamino)methyl)azetidine-1-carboxylate CN(C)CC1CN(C1)C(=O)OC(C)C